CN1N=CC(=C1C1=C(N=NC=C1)NCCC1C[C@@H]2[C@@H](CN(C2)CCC(C)(C)C)C1)C (1,4-dimethyl-1H-pyrazol-5-yl)-N-(2-((3aR,6aS)-2-(3,3-dimethylbutyl)octahydrocyclopenta[c]pyrrol-5-yl)ethyl)pyridazin-3-amine